1,1-difluoro-N-((6S,7S)-6-((2-fluoro-[1,1'-biphenyl]-3-yl)methyl)-5-azaspiro[2.4]heptan-7-yl)methanesulfonamide hydrochloride Cl.FC(S(=O)(=O)N[C@@H]1[C@@H](NCC12CC2)CC=2C(=C(C=CC2)C2=CC=CC=C2)F)F